(2R)-2-(3,3-difluorocyclobutyl)-2-(6-(2-methyl-2H-pyrazolo[3,4-b]pyridin-5-yl)thieno[2,3-b]pyridin-2-yl)ethanol FC1(CC(C1)[C@H](CO)C1=CC=2C(=NC(=CC2)C2=CC=3C(N=C2)=NN(C3)C)S1)F